ClC=1N=C2N(C(C1C=O)=O)C=CC=C2C 2-CHLORO-9-METHYL-4-OXO-4H-PYRIDO[1,2-A]PYRIMIDINE-3-CARBALDEHYDE